CN1CCN(CC1)C1=CC2=C(NC=N2)C=C1C#N 5-(4-methylpiperazin-1-yl)-1H-benzo[d]imidazole-6-carbonitrile